C1(=CC=CC=C1)COC=1C=C2C(C=C(NC2=CC1)C(=O)OCC)=O ethyl 6-(phenylmethyloxy)-4-oxo-1,4-dihydroquinoline-2-carboxylate